(4-(5-amino-6-chloropyridin-3-yl)phenyl)carbamic acid tert-butyl ester C(C)(C)(C)OC(NC1=CC=C(C=C1)C=1C=NC(=C(C1)N)Cl)=O